Cl.CN1N=C2C(N=C(C=C2C)C=2C=CC(=C(C2)O)C=2N=NC(=CC2)C2CN(C2)C2CCOCC2)=C1 5-(2,7-dimethyl-2H-pyrazolo[4,3-b]pyridin-5-yl)-2-(6-(1-(tetrahydro-2H-pyran-4-yl)azetidin-3-yl)pyridazin-3-yl)phenol hydrochloride